5-[4-[[(1R,3S)-3-Hydroxycyclohexyl]amino]pyrido[3,4-d]pyridazin-1-yl]-2,3-dihydrobenzofuran-4-ol O[C@@H]1C[C@@H](CCC1)NC=1N=NC(=C2C1C=NC=C2)C2=CC=C1C(CCO1)=C2O